ClC1=C(C=C(C=C1)C1=C(C2=C(CCC1)C=C(C=C2)O)C2=NC=C(C=N2)O[C@@H]2CN(CC2)CCCF)F 6-(4-Chloro-3-fluorophenyl)-5-[5-[(3S)-1-(3-fluoropropyl)pyrrolidin-3-yl]oxypyrimidin-2-yl]-8,9-dihydro-7H-benzo[7]annulen-2-ol